tert-butyl N-[(1S)-1-(dicyclopropylmethyl)-2-[[1-[(3-methoxypyridazin-4-yl)methyl]pyrazol-4-yl]amino]-2-oxo-ethyl]carbamate C1(CC1)C([C@@H](C(=O)NC=1C=NN(C1)CC1=C(N=NC=C1)OC)NC(OC(C)(C)C)=O)C1CC1